6-[(2,6-dimethyl-4-triisopropylsiloxy-phenyl)-methyl]-3,4-dihydro-1H-quinolin-2-one CC1=C(C(=CC(=C1)O[Si](C(C)C)(C(C)C)C(C)C)C)CC=1C=C2CCC(NC2=CC1)=O